CC1=C(C(CC1)=O)C\C=C/CC CIS-((Z)-3-methyl-2-(pent-2-en-1-yl)cyclopent-2-enone)